4-methyl-2-butene CCC=CC